C(C)OC(CC1=C(C=C(C(=C1)F)Br)COCCC1=C(C=CC(=C1)COC1=NC(=CC=C1)Cl)C#N)=O 2-[4-bromo-2-[2-[5-[(6-chloro-2-pyridinyl)oxymethyl]-2-cyano-phenyl]ethoxymethyl]-5-fluoro-phenyl]acetic acid ethyl ester